(4-chloro-6-methylpyrimidine-2-yl)phenol ClC1=NC(=NC(=C1)C)C1=C(C=CC=C1)O